OC=1C=C(C=NC1)C1=CC=C(C2=CC=CC=C12)CN1CCN(CC1)C1=CC=C(N=N1)C(=O)NS(=O)(=O)C 6-[4-[[4-(5-Hydroxypyridin-3-yl)naphthalen-1-yl]methyl]piperazin-1-yl]-N-methylsulfonylpyridazine-3-carboxamide